3-fluoro-N-(4-methyl-3-(2-(oxetan-3-ylamino)-8,9-dihydroimidazo[1',2':1,6]pyrido[2,3-d]pyrimidin-6-yl)phenyl)-4-(trifluoromethyl)pyridineamide FC=1C(=NC=CC1C(F)(F)F)C(=O)NC1=CC(=C(C=C1)C)C1=CC2=C(N=C(N=C2)NC2COC2)N2C1=NCC2